COC1=CC=C(C=C1)C1CC=NN1C(C(C)(C)C)=O 1-(5-(4-methoxyphenyl)-4,5-dihydro-1H-pyrazol-1-yl)-2,2-dimethylpropan-1-one